COC1=NC=C(C(=N1)OC)C1=NC=2N(C(=C1)N1CC(C(C1)(F)F)(F)F)N=CC2 5-(2,4-dimethoxypyrimidin-5-yl)-7-(3,3,4,4-tetrafluoropyrrolidin-1-yl)pyrazolo[1,5-a]pyrimidine